Ethyl (S)-2-((4-(3-methyl-4-(m-tolyl)piperazine-1-carbonyl)-2-nitrophenyl)sulfonyl)acetate C[C@H]1CN(CCN1C=1C=C(C=CC1)C)C(=O)C1=CC(=C(C=C1)S(=O)(=O)CC(=O)OCC)[N+](=O)[O-]